N-(1-methylpropylidene)-3-methyl-(diethoxysilyl)-1-propylamine CC(CC)=NCCC(C)[SiH](OCC)OCC